diisobutyl-naphthalene sodium [Na].C(C(C)C)C1=C(C2=CC=CC=C2C=C1)CC(C)C